C(C=C)(=O)N1C[C@H](C[C@@H]1COC)N1N=C(C(=C1NC)C(=O)N)C#CC=1C=C2N=CC(=NC2=CC1)C 1-((3S,5R)-1-acryloyl-5-(methoxymethyl)pyrrolidin-3-yl)-5-(methylamino)-3-((2-methylquinoxalin-6-yl)ethynyl)-1H-pyrazole-4-carboxamide